C(C)(C)(C)OC(=O)NCC1=CC=C(C=C1)NC(=O)C1=CC2=C(OCCC3=C2SC=C3)C=C1C=1C(=NC(=CC1)C(NC1(CCCCC1)C(NC)=O)=O)C(=O)OC methyl 3-(9-((4-(((tert-butoxycarbonyl)amino)methyl)phenyl)carbamoyl)-4,5-dihydrobenzo[b]thieno[2,3-d]oxepin-8-yl)-6-((1-(methylcarbamoyl)cyclohexyl)carbamoyl)picolinate